O=C1N(CCC(N1)=O)C=1C=C(C(=O)N2CCN(CC2)CC2CCN(CC2)NC(OC(C)(C)C)=O)C=CC1OC tert-butyl (4-((4-(3-(2,4-dioxotetrahydropyrimidin-1(2H)-yl)-4-methoxybenzoyl)piperazin-1-yl) methyl)piperidin-1-yl)carbamate